FC(C1=C(C=CC=C1)C1CCN(CC1)C(=O)C1=NNC2=C1CNC(C2)=O)(F)F 3-(4-(2-(trifluoromethyl)phenyl)piperidine-1-carbonyl)-1,4,5,7-tetrahydro-6H-pyrazolo[4,3-c]pyridin-6-one